(2R)-N-{2-benzyl-2-azaspiro[3.3]heptan-6-yl}-4-[5-(ethanesulfonyl)pyrimidin-2-yl]-2-methylpiperazine-1-carboxamide C(C1=CC=CC=C1)N1CC2(C1)CC(C2)NC(=O)N2[C@@H](CN(CC2)C2=NC=C(C=N2)S(=O)(=O)CC)C